C(C=C)OC(CCCCC)=O hexanoic acid 2-propenyl ester